COC(=O)C=1N2C(SC1)=C(C(=N2)C)NC(=O)OC(C)(C)C 7-((tert-Butoxycarbonyl)amino)-6-methylpyrazolo[5,1-b]thiazole-3-carboxylic acid methyl ester